N1=C2C(=CC=C1)C1=C(O2)C=CC=C1 benzofurano[2,3-b]pyridine